6-(2-(2-phenoxyphenyl)acetyl)-2-(1-phenylcyclopropyl)-3,5,6,7,8,9-hexahydro-4H-pyrimido[5,4-c]azepin-4-one O(C1=CC=CC=C1)C1=C(C=CC=C1)CC(=O)N1CC2=C(CCC1)N=C(NC2=O)C2(CC2)C2=CC=CC=C2